NC=1C=C(C=CC1F)C(CCC1CC1)O 1-(3-amino-4-fluorophenyl)-3-cyclopropylpropane-1-ol